1,4,10,13-tetraoxa-7,16-diazacyclooctadecane-7-carboxylic acid tert-butyl ester C(C)(C)(C)OC(=O)N1CCOCCOCCNCCOCCOCC1